N-cyclopropyl-2-(difluoromethoxy)-6-methoxy-4-[7-[(3-methyl-2-oxo-oxazolidin-5-yl)methoxy]imidazo[1,2-a]pyridin-3-yl]benzamide C1(CC1)NC(C1=C(C=C(C=C1OC)C1=CN=C2N1C=CC(=C2)OCC2CN(C(O2)=O)C)OC(F)F)=O